8-[1-(2-bromo-4-chloro-anilino)ethyl]-2-isopropyl-3,6-dimethylchromen-4-one BrC1=C(NC(C)C=2C=C(C=C3C(C(=C(OC23)C(C)C)C)=O)C)C=CC(=C1)Cl